(R)-N-(tetrahydrofuran-3-yl)-1,2,3,4-tetrahydroisoquinolin-8-amine O1C[C@@H](CC1)NC=1C=CC=C2CCNCC12